BrC=1C=NC(=NC1)NC1=C(C=CC=C1)OC (5-Bromopyrimidin-2-yl)-2-methoxyaniline